4-[4-cyano-6-(2-cyano-5-trifluoromethyl-phenyl)-3-hydroxy-pyridin-2-yl]-4-oxo-butyric acid ethyl ester C(C)OC(CCC(=O)C1=NC(=CC(=C1O)C#N)C1=C(C=CC(=C1)C(F)(F)F)C#N)=O